N-(3-(2-(2-amino-5-chloropyridin-3-yl)cyclopropyl)phenyl)-3-methylbenzamide NC1=NC=C(C=C1C1C(C1)C=1C=C(C=CC1)NC(C1=CC(=CC=C1)C)=O)Cl